1,3,5-tris(3,4-epoxybutyl)isocyanuric acid C(CC1CO1)N1C(=O)N(C(=O)N(C1=O)CCC1CO1)CCC1CO1